diphenyl-oxoacetone C1(=CC=CC=C1)CC(=O)C(=O)C1=CC=CC=C1